3-Bromo-4-((3,5-difluoropyridin-2-yl)methoxy)-3'-fluoro-2'-(2-(2-hydroxypropan-2-yl)pyrimidin-4-yl)-5',6-dimethyl-2H-[1,4'-bipyridin]-2-one BrC=1C(N(C(=CC1OCC1=NC=C(C=C1F)F)C)C1=C(C(=NC=C1C)C1=NC(=NC=C1)C(C)(C)O)F)=O